(1R,2S)-7-Chloro-2,3-dihydro-1H-inden-1,2-diyl-dicarbamat ClC=1C=CC=C2C[C@@H]([C@@H](C12)NC([O-])=O)NC([O-])=O